N=1N2C(CNC1C=1C=C(C=CC1C)NC(=O)N1C3CCCC1(C3)CO)=CC=C2 N-(3-(3,4-dihydropyrrolo[2,1-f][1,2,4]triazin-2-yl)-4-methylphenyl)-1-(hydroxymethyl)-6-azabicyclo[3.1.1]heptane-6-carboxamide